Methyl-Glucose Isostearate C(CCCCCCCCCCCCCCC(C)C)(=O)O.CC(=O)[C@H](O)[C@@H](O)[C@H](O)[C@H](O)CO